Aminomethylphosphate NCOP(=O)([O-])[O-]